COCC1=NN(C(=C1C=1C=C2C(=C(N1)C)N(N=C2C=C)C2OCCCC2)OC([C@@H](C)NC(OC(C)(C)C)=O)C)C tert-butyl ((2R)-3-((3-(methoxymethyl)-1-methyl-4-(7-methyl-1-(tetrahydro-2H-pyran-2-yl)-3-vinyl-1H-pyrazolo[3,4-c]pyridin-5-yl)-1H-pyrazol-5-yl)oxy)butan-2-yl)carbamate